methyl(pyrimidin-2-ylimino)(4-(5-(trifluoromethyl)-1,2,4-oxadiazol-3-yl)phenyl)-λ6-sulfanone CS(=O)(C1=CC=C(C=C1)C1=NOC(=N1)C(F)(F)F)=NC1=NC=CC=N1